NC=1C=CC(=C2CN(C(C12)=O)CC(=C)C#N)C=1C=C(C=2C=NN(C2C1)C)C(=O)NC1=CC(=CC=C1)Cl 6-[7-amino-2-(2-cyano-2-methylideneethyl)-1-oxo-2,3-dihydro-1H-isoindol-4-yl]-N-(3-chlorophenyl)-1-methyl-1H-indazole-4-carboxamide